NC1=NC=2C=CC(=CC2C2=C1C=NN2C)C(=O)N(N2C(CCC2)=O)CC=2SC1=C(N2)C=CC(=C1)F 4-Amino-N-[(6-fluoro-1,3-benzothiazol-2-yl)methyl]-1-methyl-N-(2-oxopyrrolidin-1-yl)pyrazolo[4,3-c]quinoline-8-carboxamide